2-(2,6-dioxopiperidin-3-yl)-N-{1-isopropylpyrrolo[2,3-b]pyridin-5-yl}-1-oxo-3H-isoindole-5-carboxamide O=C1NC(CCC1N1C(C2=CC=C(C=C2C1)C(=O)NC=1C=C2C(=NC1)N(C=C2)C(C)C)=O)=O